isocyanatocyclohexene N(=C=O)C1=CCCCC1